1,3-bis(5-Isocyanatopentyl)-1,3-diazetidin-2,4-dione N(=C=O)CCCCCN1C(N(C1=O)CCCCCN=C=O)=O